O1CCN(CC1)C1=CC=2N(C(=N1)OC1CCC(CC1)NC1=NC=C(N=C1)C(F)(F)F)N=CN2 N-((1s,4s)-4-((7-morpholino-[1,2,4]triazolo[1,5-c]pyrimidin-5-yl)oxy)cyclohexyl)-5-(trifluoromethyl)pyrazin-2-amine